[O-]S(=O)(=O)C(F)(F)F.COC1=CC=C(C=C1)C(C1=C(C=C(C=C1OC)OC)OC)[P+](C1=CC=CC=C1)(C1=CC=CC=C1)C1=CC=CC=C1 ((4-methoxyphenyl)(2,4,6-trimethoxyphenyl)methyl)triphenyl-phosphonium triflate